N=1N2C(=CC1)CCC2C=O 5,6-dihydro-4H-pyrrolo[1,2-b]pyrazole-6-carbaldehyde